N-(3-(3,5-dimethylisoxazol-4-yl)-4-(((R)-piperidin-2-yl)methoxy)phenyl)-2-((S)-tetrahydrofuran-3-yl)acetamide CC1=NOC(=C1C=1C=C(C=CC1OC[C@@H]1NCCCC1)NC(C[C@H]1COCC1)=O)C